6-(2-bromo-1-(S)-ethanoyl)-2,2-dimethyl-4H-benzo[1,3]dioxine BrCC(=O)C=1C=CC2=C(COC(O2)(C)C)C1